((1R)-1-(3-(1-(2-cyano-4-methylpent-2-enoyl)piperidin-2-yl)propionamido)-2-phenylethyl)boronic acid C(#N)C(C(=O)N1C(CCCC1)CCC(=O)N[C@@H](CC1=CC=CC=C1)B(O)O)=CC(C)C